N-(6-((2-chloro-5-fluoropyrimidin-4-yl)amino)-2,3-dihydrobenzofuran-5-yl)-N-methylmethanesulfonamide ClC1=NC=C(C(=N1)NC1=CC2=C(CCO2)C=C1N(S(=O)(=O)C)C)F